FC(C=1C=CC=2N(N1)C(=CN2)C2=CC(=NC=N2)N2C(C(NCC2)C)CNS(=O)(=O)C)F N-((1-(6-(6-(Difluoromethyl)imidazo[1,2-b]pyridazin-3-yl)pyrimidin-4-yl)-3-methylpiperazin-2-yl)methyl)methanesulfonamide